(R)-4-(3-methylmorpholino)-2-(1H-pyrazol-3-yl)-8,9-dihydro-1,3,6,9a-tetraazabenzo[cd]azulene-7(6H)-one C[C@@H]1COCCN1C=1C=C2C3=C(C(=NN3CCC(N2)=O)C2=NNC=C2)N1